C(CCC)C1=CC=C(C=C1)/N=N/C1=CC=C(OCCCCC(CO)CCCCCCCC)C=C1 (E)-2-(4-(4-((4-butylphenyl)diazenyl)phenoxy)butyl)decan-1-ol